ClC=1N(C(C2=C(N1)N(N=C2C2=C(C1=C(N(N=C1C=C2)C)Cl)Cl)C2OCCCC2)=O)C 6-chloro-3-(3,4-dichloro-2-methyl-2H-indazol-5-yl)-5-methyl-1-(tetrahydro-2H-pyran-2-yl)-1,5-dihydro-4H-pyrazolo[3,4-d]pyrimidin-4-one